1-(4-(sec-butoxy)-2-methylphenyl)ethyl acetate C(C)(=O)OC(C)C1=C(C=C(C=C1)OC(C)CC)C